CC=1OC=CC1C(=O)OC methyl 2-methylfuran-3-carboxylate